ClC1=C(C=CC=C1)N1C(N=C(C2=CC=C(C=C12)C1CC1)N1CCC(CC1)CO)=O 1-(2-chlorophenyl)-7-cyclopropyl-4-(4-(hydroxymethyl)piperidin-1-yl)-quinazolin-2(1H)-one